C1CC12CN(CC2)CC2=CC(=C1CN(C(C1=C2)=O)C2=CC(=CC=C2)C2(CC2)[C@H](C2=NN=CN2C)F)C(F)(F)F (R)-6-(5-azaspiro[2.4]heptan-5-ylmethyl)-2-(3-(1-(fluoro(4-methyl-4H-1,2,4-triazol-3-yl)methyl)cyclopropyl)phenyl)-4-(trifluoromethyl)isoindolin-1-one